C(C)OC(CCCCCN(CC)C=1C=CC2=CC=3C(CC(=CC3[O+]=C2C1)OCC)(C)C)=O 6-[(6-ethoxy-8,8-dimethyl-7H-xanthen-10-ium-3-yl)-ethyl-amino]hexanoic acid ethyl ester